ClC1=CC(=C(C(=O)NC2=[N+](C=CC=C2)[O-])C=C1Cl)OC1=CC=C(C=C1)OC(F)(F)F (4,5-dichloro-2-(4-(trifluoromethoxy)phenoxy)benzamido)pyridine 1-oxide